carboxy-7-(4-nitrophenoxy)-1,2,3,4-tetrahydronaphthalene-2-aminium chloride [Cl-].C(=O)(O)C1C(CCC2=CC=C(C=C12)OC1=CC=C(C=C1)[N+](=O)[O-])[NH3+]